N-(2-chloro-6-methylphenyl)-2-((6-(4-(3-((2-(2,6-dioxopiperidin-3-yl)-1-oxoisoindolin-4-yl)amino)propanoyl)piperazin-1-yl)-2-methylpyrimidin-4-yl)amino)thiazole-5-carboxamide ClC1=C(C(=CC=C1)C)NC(=O)C1=CN=C(S1)NC1=NC(=NC(=C1)N1CCN(CC1)C(CCNC1=C2CN(C(C2=CC=C1)=O)C1C(NC(CC1)=O)=O)=O)C